CC1COC2N1C(C=1N(C2)C=C(C(C1)=O)C(=O)N)=O 3-methyl-5,7-dioxo-2,3,5,7,11,11a-hexahydro[1,3]oxazolo[3,2-a]pyrido[1,2-d]pyrazine-8-carboxamide